6-methoxy-N-methyltryptamine-3-carboxamide COC=1C=C2N=CC(CCN)(C2=CC1)C(=O)NC